4-(2-(4-(2-(Dimethylamino)ethyl)piperazin-1-yl)pyridin-3-yl)-4H-benzo[b]pyrrolo[1,2-d][1,4]oxazine-7-carboxamide CN(CCN1CCN(CC1)C1=NC=CC=C1C1C=2N(C3=C(O1)C=C(C=C3)C(=O)N)C=CC2)C